(S)-2-((tert-butoxycarbonyl)amino)-3-((S)-2-oxopyrrolidin-3-yl)propanoic acid C(C)(C)(C)OC(=O)N[C@H](C(=O)O)C[C@H]1C(NCC1)=O